CON(C(CCCCCC(=O)OC(CCCCCCCCCC)CCCCCCCCCC)=O)C henicosan-11-yl 7-(methoxy(methyl)amino)-7-oxoheptanoate